5-({1-[2-amino-2-(1H-imidazol-4-yl)propanoyl]azetidin-3-yl}oxy)-2-hydroxy-1,1a,2,7b-tetrahydrocyclopropa[c][1,2]benzoxaborinine-4-carboxylic acid NC(C(=O)N1CC(C1)OC1=C(C2=C(C3C(B(O2)O)C3)C=C1)C(=O)O)(C)C=1N=CNC1